ClC1=CC(=C(OCC(=O)O)C(=C1)OC)C=O (4-CHLORO-2-FORMYL-6-METHOXYPHENOXY)ACETIC ACID